6-(4-(3-((2,6-dioxopiperidin-3-yl)amino)benzyl)piperazin-1-yl)-2-(4-phenoxyphenyl)nicotinamide O=C1NC(CCC1NC=1C=C(CN2CCN(CC2)C2=NC(=C(C(=O)N)C=C2)C2=CC=C(C=C2)OC2=CC=CC=C2)C=CC1)=O